bisimidazolidine-2-thionyl-copper (I) formate C(=O)[O-].N1(C(NCC1)=S)[Cu-]N1C(NCC1)=S